C(C)(C)(C)OC(N[C@@H]1C=2N(C3=C(SC1)C=CC=C3)N=NN2)=O (R)-(4,5-Dihydrobenzo[b]tetrazolo[1,5-d][1,4]thiazepin-4-yl)carbamic acid tert-butyl ester